OC1CC(C1)NC(=O)C1=CC2=C(N3C(S2)=NC(=C3)C=3C=C(C=CC3)C)C=C1 N-(3-hydroxycyclobutyl)-2-(m-tolyl)benzo[d]imidazo[2,1-b]thiazole-7-carboxamide